(R)-3-fluoro-4-(((5-fluoro-2-(pyrrolidin-3-ylamino)pyrimidin-4-yl)oxy)methyl)benzonitrile FC=1C=C(C#N)C=CC1COC1=NC(=NC=C1F)N[C@H]1CNCC1